FC1=C(C=CC(=C1)F)CNC(=O)C=1C(C(=C2N(C[C@@H]3N(C2=O)C(CO3)CC3=CC=C(C=C3)O)C1)OCC1=CC=CC=C1)=O (36S,11aR)-N-[(2,4-difluorophenyl)methyl]-3-[(4-hydroxyphenyl)methyl]-5,7-dioxo-6-[(phenylmethyl)oxy]-2,3,5,7,11,11a-hexahydro[1,3]oxazolo[3,2-a]pyrido[1,2-d]pyrazine-8-carboxamide